tert-butyl (3S)-3-[4-[3-chloro-2-fluoro-4-[[(2S)-tetrahydropyran-2-yl]methoxy]anilino]pyrido[3,2-d]pyrimidin-6-yl]oxypyrrolidine-1-carboxylate ClC=1C(=C(NC=2C3=C(N=CN2)C=CC(=N3)O[C@@H]3CN(CC3)C(=O)OC(C)(C)C)C=CC1OC[C@H]1OCCCC1)F